CC(C(=O)OCC(COC(C(=C)C)=O)(COC(C(=C)C)=O)COC(C(=C)C)=O)=C.C(C)(C)(C)O[C@@H]1C[C@H](NC1)C(=O)NCC1=CC=C(C=C1)Cl (2S,4R)-4-(tert-butoxy)-N-(4-chlorobenzyl)pyrrolidine-2-carboxamide 2,2-bis((methacryloyloxy)methyl)propane-1,3-diyl bis(2-methylacrylate)